N'-(2,4-dichlorophenyl)-3-cyclopropyl-1-(thiazol-2-yl)-1H-pyrazole-4-carbohydrazide ClC1=C(C=CC(=C1)Cl)NNC(=O)C=1C(=NN(C1)C=1SC=CN1)C1CC1